C1(=CC=CC=C1)COC(=O)N1CC=2N(CC1)N=C(C2)C(=O)O 5-phenylmethoxycarbonyl-6,7-dihydro-4H-pyrazolo[1,5-a]pyrazine-2-carboxylic acid